3-(6-chloro-5-(4'-chloro-2'-hydroxy-[1,1'-biphenyl]-4-yl)-1H-indazol-3-yl)propanoic acid ClC1=C(C=C2C(=NNC2=C1)CCC(=O)O)C1=CC=C(C=C1)C1=C(C=C(C=C1)Cl)O